(S)-azetidin-1-yl-(5-(4-((1-(5-(3,5-difluorophenyl)-4,5-dihydro-1H-pyrazole-1-carbonyl)azetidin-3-yl)oxy)-5-fluoropyridin-2-yl)-1-methyl-1H-pyrazol-4-yl)methanone N1(CCC1)C(=O)C=1C=NN(C1C1=NC=C(C(=C1)OC1CN(C1)C(=O)N1N=CC[C@H]1C1=CC(=CC(=C1)F)F)F)C